rhodium trichloride [Rh](Cl)(Cl)Cl